(R)-N-(2-(4-Cyanothiazolidin-3-yl)-2-oxoethyl)-6-(2-azaspiro[3.3]heptan-2-yl)-quinoline-4-carboxamide C(#N)[C@H]1N(CSC1)C(CNC(=O)C1=CC=NC2=CC=C(C=C12)N1CC2(C1)CCC2)=O